7-(6-(((1S,3R,5R)-6,6-difluoro-8-methyl-8-azabicyclo[3.2.1]octan-3-yl)(methyl)amino)pyridazin-3-yl)-6-hydroxy-3-(2,2,2-trifluoroethyl)quinazolin-4(3H)-one FC1([C@H]2C[C@@H](C[C@@H](C1)N2C)N(C2=CC=C(N=N2)C2=C(C=C1C(N(C=NC1=C2)CC(F)(F)F)=O)O)C)F